1-(4-bromo-3-methoxy-5-methylthiophene-2-yl)ethan-1-ol BrC=1C(=C(SC1C)C(C)O)OC